BrC=1C=C2CCN(CC2=CC1)C 6-bromo-2-methyl-3,4-dihydroisoquinolin